C1(=CC=CC=C1)C1(C(=O)OCCC1)C1=CC=CC=C1 α,α-diphenyl-δ-valerolactone